ClC1=CC=C2C(=CNC2=C1C(F)(F)F)S(=O)(=O)NC1=NC(=C(C=C1F)C)F 6-chloro-N-(3,6-difluoro-5-methylpyridin-2-yl)-7-(trifluoromethyl)-1H-indole-3-sulphonamide